N1(CCOCC1)CCCOC1=CC=C(C=N1)C=1N=C(NC(C1)=O)C=1C=C(CNC(C(C)C)=O)C=CC1C(F)(F)F N-(3-{4-[6-(3-morpholin-4-ylpropoxy)pyridin-3-yl]-6-oxo-1,6-dihydropyrimidin-2-yl}-4-(trifluoromethyl)benzyl)isobutyramide